NC1=NC=CC(=N1)N1C[C@@H](CC1)O (R)-1-(2-aminopyrimidin-4-yl)pyrrolidin-3-ol